N1C(CC=C1)C=1C=NC=CC1 3-(2,3-dihydropyrrolyl)pyridine